C(C)N(C1CCN(CC1)CC(=O)N1[C@@H](CCC1)C#N)C=1C=NC2=CC=CC=C2C1 (2S)-1-[2-[4-[ethyl(3-quinolyl)amino]-1-piperidyl]acetyl]pyrrolidine-2-carbonitrile